NCCC=1C=NC(=NC1)C1=C(C=C(C#N)C=C1)CC=1N(N=C(C1)N1CCCCC1)C 4-[5-(2-aminoethyl)pyrimidin-2-yl]-3-[(2-methyl-5-piperidin-1-ylpyrazol-3-yl)methyl]benzonitrile